((5S,7aS)-5-isobutyl-2-methylenetetrahydro-1H-pyrrolizin-7a(5H)-yl)methanol C(C(C)C)[C@H]1N2CC(C[C@@]2(CC1)CO)=C